N-(2'-acrylamido-2-methyl-[1,1'-biphenyl]-4-yl)-5-(methylsulfonyl)pyridineamide C(C=C)(=O)NC1=C(C=CC=C1)C1=C(C=C(C=C1)NC(=O)C1=NC=C(C=C1)S(=O)(=O)C)C